5-(difluoromethyl)indoline-1-carboxylic acid tert-butyl ester C(C)(C)(C)OC(=O)N1CCC2=CC(=CC=C12)C(F)F